C1=CC=CC=2S(C3=C(C21)C=CC=C3)(=O)=O Dibenzothiophene Dioxide